O=C1NC(CCC1N1C(N(C2=C1C=CC=C2C2CN(C2)C2C(CN(CC2)C(=O)OC(C)(C)C)(F)F)C)=O)=O tert-butyl 4-[3-[1-(2,6-dioxo-3-piperidyl)-3-methyl-2-oxo-benzimidazol-4-yl] azetidin-1-yl]-3,3-difluoro-piperidine-1-carboxylate